N(=C=O)C1=C(C(C(C=C1C)(C)N=C=O)N=C=O)C 1,3,4-triisocyanato-2,4,6-trimethylbenzene